(3r,5s)-3,5-dimethyl-1-[2-(1-phenyl-1H-pyrazol-4-yl)-1,3-thiazole-4-carbonyl]piperazine C[C@@H]1CN(C[C@@H](N1)C)C(=O)C=1N=C(SC1)C=1C=NN(C1)C1=CC=CC=C1